4-[(1S)-1-[[3-[Methyl(2-phenoxyethyl)amino]tetrahydropyran-3-carbonyl]amino]ethyl]benzoic acid, hydrochloride Cl.CN(C1(COCCC1)C(=O)N[C@@H](C)C1=CC=C(C(=O)O)C=C1)CCOC1=CC=CC=C1